NC=1C=C(C=CC1)CN1CCC(CC1)N(C(OC(C)(C)C)=O)C tert-butyl N-[1-[(3-aminophenyl)methyl]-4-piperidyl]-N-methyl-carbamate